C(C1=CC=CC=C1)NCC1=C(C=CC=C1)C1=CC=C(C=C1)C=1C=C(C2=C(NC(=N2)C)C1)C(=O)O 6-(2'-((benzylamino)methyl)-[1,1'-biphenyl]-4-yl)-2-methyl-1H-benzo[d]imidazole-4-carboxylic acid